C1(CC1)C([C@@H](C(=O)NC=1C=C2CC(CC2=CC1)(C(NC)=O)N1C(N[C@@H](C1)CC)=O)NC(=O)C1=CC=NN1C)C1CC1 N-((2S)-1,1-dicyclopropyl-3-((2-((R)-4-ethyl-2-oxoimidazolidin-1-yl)-2-(methylcarbamoyl)-2,3-dihydro-1H-inden-5-yl)amino)-3-oxopropan-2-yl)-1-methyl-1H-pyrazole-5-carboxamide